COCCOC=1C=C(C=O)C=CC1OCCOC 3,4-di-(2-methoxyethoxy)benzaldehyde